3-(2-(pyrrolidin-1-yl)pyrimidin-4-yl)-2,3,4,5-tetrahydro-1H-naphtho[2,3-d]azepine-6,11-dione N1(CCCC1)C1=NC=CC(=N1)N1CCC2=C(CC1)C(C1=CC=CC=C1C2=O)=O